FC(C(=O)O)(F)F.C1(=CC=CC=C1)C=1C(N(N=CC1)C1CCNCC1)=O 4-phenyl-2-(piperidin-4-yl)pyridazin-3(2H)-one 2,2,2-trifluoroacetate